5-(2-Methoxy-6-methylphenyl)-1H-pyrazolo[4,3-c]pyridazine-3,6(2H,5H)-dione COC1=C(C(=CC=C1)C)N1N=C2C(=CC1=O)NNC2=O